tert-butyl (1R,4S,6S)-6-{[(2S)-1-(cyclopropylcarbamoyl)-1-hydroxy-3-[(3S)-2-oxopyrrolidin-3-yl]propan-2-yl]carbamoyl}-5-azaspiro[bicyclo[2.2.1]heptane-2,1'-cyclopropane]-5-carboxylate C1(CC1)NC(=O)C([C@H](C[C@H]1C(NCC1)=O)NC(=O)[C@H]1N([C@@H]2CC3(CC3)[C@H]1C2)C(=O)OC(C)(C)C)O